O1COC2=C1C=CC=C2CC2(C(N(C1=CC=C(C=C21)Cl)C)=O)NC(N(C)C)=O 3-(3-(benzo[d][1,3]dioxol-4-ylmethyl)-5-chloro-1-methyl-2-oxoindolin-3-yl)-1,1-dimethylurea